3-(((2-Bromophenyl)thio)methyl)benzofuran BrC1=C(C=CC=C1)SCC1=COC2=C1C=CC=C2